5-((Trans-3-(5-benzyl-3-cyclopropyl-1H-pyrazol-1-yl)cyclobutyl)methylamino)-2-(2,6-dioxopiperidin-3-yl)isoindoline-1,3-dione C(C1=CC=CC=C1)C1=CC(=NN1[C@@H]1C[C@H](C1)CNC=1C=C2C(N(C(C2=CC1)=O)C1C(NC(CC1)=O)=O)=O)C1CC1